(S)-(4-tert-butylphenoxy)2-cyanotetrahydrofuran-3,4-diyldipropionate C(C)(C)(C)C1=CC=C(O[C@H](C(=O)[O-])CC2C(C(OC2)C#N)CCC(=O)[O-])C=C1